C1(=CC=CC=C1)C1=NC(=NC(=N1)C=1C=NC=CC1)C1=CC=C(C=C1)B(O)O (4-(4-phenyl-6-(pyridin-3-yl)-1,3,5-triazin-2-yl)phenyl)boronic acid